N-(5-((6-(3-(3-(furan-3-yl)phenyl)isoxazolidin-2-yl)pyrimidin-4-yl)-amino)-4-meth-oxy-2-(4-methyl-piperazin-1-yl)-phenyl)acrylamide O1C=C(C=C1)C=1C=C(C=CC1)C1N(OCC1)C1=CC(=NC=N1)NC=1C(=CC(=C(C1)NC(C=C)=O)N1CCN(CC1)C)OC